1-(3,3,3-trifluoro-2-hydroxypropyl)pyrimidine-2,4(1H,3H)-dione FC(C(CN1C(NC(C=C1)=O)=O)O)(F)F